COC([C@@H](N[N+](=O)[O-])CCCNC(N)=N)=O N-nitryl-L-arginine methyl ester